C(=O)NCCNCCN N-formyldiethylenetriamine